C(CCCC#C)=O Hex-5-ynal